FC1=C(C(=CC(=C1)F)OCCOC)C#CC1=NN2C([C@H](N(CC2)C(=O)OC(C)(C)C)C)=C1 tert-butyl (R)-2-((2,4-difluoro-6-(2-methoxyethoxy)phenyl)ethynyl)-4-methyl-6,7-dihydropyrazolo[1,5-a]pyrazine-5(4H)-carboxylate